9-bromo-2,10-di(2-naphthyl)anthracene BrC=1C2=CC=CC=C2C(=C2C=CC(=CC12)C1=CC2=CC=CC=C2C=C1)C1=CC2=CC=CC=C2C=C1